2-(4-aminopiperidin-1-yl)-9-isopropyl-N-(2-(3-(4-methylpiperazin-1-yl)-1H-pyrazol-1-yl)benzyl)-9H-purin-6-amine NC1CCN(CC1)C1=NC(=C2N=CN(C2=N1)C(C)C)NCC1=C(C=CC=C1)N1N=C(C=C1)N1CCN(CC1)C